(R)-alpha-methyl-N-(2-propynyl)phenethylamine hydrochloride Cl.C[C@H](CC1=CC=CC=C1)NCC#C